N1=CC(=CC=C1)C1=C(C=CC=C1)C1=C(C(=NC(=C1N1C2=CC=CC=C2C=2C=C3C(=CC12)C=CC=C3)N3C1=CC=CC=C1C=1C=C2C(=CC31)C=CC=C2)N2C3=CC=CC=C3C=3C=C1C(=CC23)C=CC=C1)N1C2=CC=CC=C2C=2C=C3C(=CC12)C=CC=C3 5,5',5'',5'''-(4-(2-(pyridin-3-yl)phenyl)pyridine-2,3,5,6-tetrayl)tetrakis(5H-benzo[b]carbazole)